trans-3-((Cyclopropylmethyl)amino)-8-((5,6-dihydro-[1,2,4]triazolo[1,5-a]pyrazin-7(8H)-yl)methyl)-5-(4-hydroxycyclohexyl)pyrimido[4,5-c]isoquinolin-6(5H)-one C1(CC1)CNC=1N=CC2=C(N(C(C=3C=C(C=CC23)CN2CC=3N(CC2)N=CN3)=O)[C@@H]3CC[C@H](CC3)O)N1